C(C1=CC=CC=C1)OCC(C(CCC(C(=O)O)(C)C1=CC(=CC=C1)Br)(F)F)(C)C 7-(Benzyloxy)-2-(3-bromophenyl)-5,5-difluoro-2,6,6-trimethylheptanoic acid